(S)-6-((S)-5-acryloyl-4-methyl-4,5,6,7-tetrahydropyrazolo[1,5-a]pyrazin-2-yl)-7-(2,4-difluoro-6-(2-hydroxyethoxy)phenyl)thieno[3,2-c]pyridin-4-yl trifluoromethanesulfonate FC(S(=O)(=O)OC1=NC(=C(C2=C1C=CS2)C2=C(C=C(C=C2OCCO)F)F)C2=NN1C([C@@H](N(CC1)C(C=C)=O)C)=C2)(F)F